CC=1C=CC=C(CSCC2=CC=CC(=C2)C)C1 5-methyl-benzyl sulfide